(S)-3-methoxy-N-(6-(5-methyl-6,7-dihydro-5H-pyrrolo[2,1-c][1,2,4]triazol-3-yl)pyridin-2-yl)-1-(5-(4-methylpiperazin-1-yl)pyridin-3-yl)-1H-pyrazole-4-carboxamide COC1=NN(C=C1C(=O)NC1=NC(=CC=C1)C=1N2C(=NN1)CC[C@@H]2C)C=2C=NC=C(C2)N2CCN(CC2)C